C1(CC1)C(CN1C(C2=CC=CC=C2C1=O)=O)=O 2-(2-Cyclopropyl-2-oxoethyl)-1H-isoindole-1,3(2H)-dione